N-(4-bromo-2,5-difluorophenyl)-6-chloro-1-(2-oxopropyl)indole-3-sulfonamide BrC1=CC(=C(C=C1F)NS(=O)(=O)C1=CN(C2=CC(=CC=C12)Cl)CC(C)=O)F